C[C@](N)(CCC(N)=O)C(=O)O (S)-2-methylglutamine